4,5,6,7-tetrahydro-1,3-benzothiazole-2,6-diamine S1C(=NC2=C1CC(CC2)N)N